C1(CC1)CNC=1C2=C(N=C(N1)NC1=C(C=C(C=C1)S(=O)(=O)N1CCC(CC1)N1CCOCC1)OC)NC=C2 N4-(cyclopropylmethyl)-N2-(2-methoxy-4-((4-morpholinopiperidin-1-yl)sulfonyl)phenyl)-7H-pyrrolo[2,3-d]pyrimidine-2,4-diamine